1-(5-((4-(6,7-dihydro-5H-cyclopenta[4,5]thieno[2,3-d]pyrimidin-4-yl)piperazin-1-yl)methyl)-1-oxoisoindolin-2-yl)dihydropyrimidine-2,4(1H,3H)-dione N1=CN=C(C2=C1SC1=C2CCC1)N1CCN(CC1)CC=1C=C2CN(C(C2=CC1)=O)N1C(NC(CC1)=O)=O